O=CCC(CCC)N1CC2(C1)CCC2 2-(Oxohexan-4-yl)-2-azaspiro[3.3]Heptane